C(C1=CC=CC=C1)(=O)OC(C)CCC=NC1=CC=C(C=C1)C(C)C [4-(2-propyl) phenylimino-2-pentyl] benzoate